1-(2,3-DIMETHOXYPHENYL)-1-TOSYLMETHYL ISOCYANIDE COC1=C(C=CC=C1OC)C(S(=O)(=O)C1=CC=C(C)C=C1)[N+]#[C-]